2-[[7-(4-cyanophenyl)benzo[d]isothiazol-6-yl]thio]-2-methylpropanoic acid C(#N)C1=CC=C(C=C1)C1=C(C=CC=2C=NSC21)SC(C(=O)O)(C)C